OC1=C2N(C=3N=C(N=CC31)SC)C3(CN(C2=O)C(=O)OC(C)(C)C)CCCCC3 tert-butyl 5'-hydroxy-2'-(methylthio)-6'-oxo-6'H-spiro[cyclohexane-1,9'-pyrazino[1',2':1,5]pyrrolo[2,3-d]pyrimidine]-7'(8'H)-carboxylate